C[C@@H](CCCC(C)C)[C@@H]1CC[C@]2([C@]1(CC[C@H]3C2=CC[C@@H]4[C@@]3(C=CC(=O)C4(C)C)C)C)C The molecule is a tirucallane triterpenoid that is (13alpha,14beta,17alpha,20S)-lanosta-1,7-diene substituted by an oxo group at position 3. It has been isolated from the stem and stem barks of Cornus walteri. It has a role as a plant metabolite. It is a tirucallane triterpenoid and a cyclic terpene ketone.